N-(3-(5-(5-(2,3-Dihydro-1H-inden-4-yl)-6-methoxy-1H-pyrazolo[4,3-b]pyridin-3-yl)pyridin-2-yl)cyclobutyl)-2-hydroxy-N-methylacetamide C1CCC2=C(C=CC=C12)C1=C(C=C2C(=N1)C(=NN2)C=2C=CC(=NC2)C2CC(C2)N(C(CO)=O)C)OC